3-[[4-[2-[[6-[Cyclobutyl(methyl)amino]pyrazin-2-yl]methylamino]-2-spiro[3.3]heptan-2-yl-ethoxy]-6-(2,6-dimethylphenyl)pyrimidin-2-yl]sulfamoyl]benzoic acid C1(CCC1)N(C1=CN=CC(=N1)CNC(COC1=NC(=NC(=C1)C1=C(C=CC=C1C)C)NS(=O)(=O)C=1C=C(C(=O)O)C=CC1)C1CC2(C1)CCC2)C